BENZOCYCLOHEPTENE C1C=CC=C2C1=CC=CC=C2